N-((2S)-1-(((2S)-1-amino-2-methyl-1-oxo-3-(2-oxopyrrolidin-3-yl)propan-2-yl)amino)-3-cyclopropyl-1-oxopropan-2-yl)-4-methoxy-1H-indole-2-carboxamide NC([C@@](CC1C(NCC1)=O)(C)NC([C@H](CC1CC1)NC(=O)C=1NC2=CC=CC(=C2C1)OC)=O)=O